C(C)(C)C1=C(C=CC=C1)C1=NC=C2NC(N(C2=N1)CC1=CC=C(C=C1)C=1C=NN(C1)CCOC)=O 2-(2-isopropylphenyl)-9-(4-(1-(2-methoxyethyl)-1H-pyrazol-4-yl)benzyl)-7,9-dihydro-8H-purin-8-one